phenanthr-3,7(4H)-dione C=1CC(CC2=C3C=CC(C=C3C=CC12)=O)=O